(2R)-2-amino-N-[(4-methoxyphenyl)methyl]hexanamide hydrochloride Cl.N[C@@H](C(=O)NCC1=CC=C(C=C1)OC)CCCC